1-(2-chlorophenyl)-7-cyclopropyl-4-(3-ethynylazetidin-1-yl)quinazolin-2(1H)-one ClC1=C(C=CC=C1)N1C(N=C(C2=CC=C(C=C12)C1CC1)N1CC(C1)C#C)=O